NC=1C=CC(=C(C1)C1=CC(=NC=C1)C1=CC(=NC=C1)NC(CC1CC1)=O)C N-(4-(5-amino-2-methylphenyl)-[2,4'-bipyridin]-2'-yl)-2-cyclopropylacetamide